COC1=C(C=O)C=C(C=C1)NC1CCNCC1 2-Methoxy-5-(piperidin-4-ylamino)benzaldehyde